C(=O)N.C(=O)N diformic acid amide